C1(CC1)C=1N=NN(C1)[C@H](C(=O)N1[C@@H](C[C@H](C1)O)C(=O)N[C@H]1[C@H](CCC1)N1C=NN=C1)C(C)(C)C (2S,4r)-1-[(2S)-2-(4-cyclopropyl-triazol-1-yl)-3,3-dimethyl-butyryl]-4-hydroxy-N-[(1r,2S)-2-(1,2,4-triazol-4-yl)cyclopentyl]pyrrolidine-2-carboxamide